(E)-2-chlorophenyl-isopropyl-2-(4-chloro-phenyl)-propionic acid ClC1=C(C=CC=C1)CC(C(=O)O)(C1=CC=C(C=C1)Cl)C(C)C